5-(benzylmethylamino)-2-pyridin-2-yl-4,5,6,7-tetrahydro-2H-indazol-3-ol C(C1=CC=CC=C1)N(C1CC2=C(N(N=C2CC1)C1=NC=CC=C1)O)C